2-[2-(p-methoxyphenyl)vinyl]-4,6-bis(trichloromethyl)-s-triazine COC1=CC=C(C=C1)C=CC1=NC(=NC(=N1)C(Cl)(Cl)Cl)C(Cl)(Cl)Cl